COC=1C=C2C(=CN1)NC(=C2)C(=O)N[C@@H](CC(C)C)C(NN(C(C(F)Cl)=O)CCC(=O)N)=O |r| 5-Methoxy-N-[rac-(1S)-1-[[(3-amino-3-oxo-propyl)-(2-chloro-2-fluoro-acetyl)amino]carbamoyl]-3-methyl-butyl]-1H-pyrrolo[2,3-c]pyridine-2-carboxamide